C1(=CC(=CC=C1)C[C@@H]1N(CC2(CC2)[C@@H]1NS(=O)(=O)C1COC1)C(=O)[C@@H]1OCC1)C1=CC=CC=C1 N-((6S,7S)-6-([1,1'-biphenyl]-3-ylmethyl)-5-((R)-oxetane-2-carbonyl)-5-azaspiro[2.4]heptan-7-yl)oxetane-3-sulfonamide